7-methyl-1-oxo-3-azaspiro[4.5]decan-2-one CC1CC2(CNC(C2=O)=O)CCC1